1-(4-((2-aminophenyl)amino)piperidin-1-yl)-2-(4-(dimethylamino)phenyl)ethan-1-one NC1=C(C=CC=C1)NC1CCN(CC1)C(CC1=CC=C(C=C1)N(C)C)=O